NC1=CC=C(C=C1)C=1NC2=C(N1)C=CC(=C2)N 2-(4-aminophenyl)-5-aminobenzoimidazole